ClC=1C=C(C=CC1C)C12CN(CC2C1)C(=O)C1CC2(C1)NC(OC2)=O (rac)-(2s,4s)-2-(1-(3-Chloro-4-methylphenyl)-3-azabicyclo[3.1.0]hexan-3-carbonyl)-7-oxa-5-azaspiro[3.4]octan-6-on